ClC1=NC=C(C(=C1)C1=C(C=NC(=C1)C)C(=O)NC=1SC2=C(N1)CN(C2)C(=O)C2CC(CCC2)OC)OC (Racemic)-2'-chloro-5'-methoxy-N-(5-(3-methoxycyclohexane-1-carbonyl)-5,6-dihydro-4H-pyrrolo[3,4-d]thiazol-2-yl)-6-methyl-[4,4'-bipyridine]-3-carboxamide